C1=CC=C(C=2OC3=C(C21)C=CC=C3)NC3=CC=CC=C3 N-(dibenzofuran-4-yl)-aniline